FC=1C=CC(=NC1)C=1C(=C2N(N1)CC(C2)(C)C)C2=C1C(=NC=C2)NN=C1 4-[2-(5-Fluoro-2-pyridyl)-5,5-dimethyl-4,6-dihydropyrrolo[1,2-b]pyrazol-3-yl]-1H-pyrazolo[3,4-b]pyridine